C(C)(C)(C)OC(N[C@@H]1CC[C@H](CC1)N(C1=NC=C(C=C1)C=1C=NN(C1)C)C(NCC1=CC=CC=C1)=O)=O (trans-4-((benzylcarbamoyl)(5-(1-methyl-1H-pyrazol-4-yl)pyridin-2-yl)amino)cyclohexyl)carbamic acid tert-butyl ester